C(C=C)(=O)N1CC(CC1)C1=C2N(N=C1)C(=C(N2)C2=CC=C(C=C2)OC2=C(C=CC=C2)F)C(=O)N 7-(1-propenoylpyrrolidin-3-yl)-2-(4-(2-fluorophenoxy)phenyl)-1H-imidazo[1,2-b]Pyrazole-3-carboxamide